iodo-N,3-dimethyl-benzamide IC1=C(C(=O)NC)C=CC=C1C